N-(2-(2-(2-(4-(4-((3-(3,4-di-methoxyphenyl)-3H-[1,2,3]triazolo[4,5-d]pyrimidin-5-yl)-amino)phenyl)piperazin-1-yl)-2-oxoeth-oxy)ethoxy)ethyl)-6-methoxy-1-methyl-1H-indole-3-carboxamide COC=1C=C(C=CC1OC)N1N=NC2=C1N=C(N=C2)NC2=CC=C(C=C2)N2CCN(CC2)C(COCCOCCNC(=O)C2=CN(C1=CC(=CC=C21)OC)C)=O